C(CCCCC\C=C/CCCCCCCC)C1OC(CN(C1)CCOC(CCN(C)C)=O)CCCCCC(=O)OC(CCCCCCC(C)C)CCCCCCCC 8-methyl-1-octylnonyl 6-{6-[(Z)-7-hexadecenyl]-4-{2-[3-(dimethylamino) propionoxy]ethyl}-2-morpholinyl}hexanoate